5-(4-aminopiperazin-1-yl)-2,3-dihydro-1,4-benzodioxine NN1CCN(CC1)C1=CC=CC=2OCCOC21